5-(4-chloro-2-fluorophenyl)-7-(2-(5-ethyl-1,3,4-oxadiazol-2-yl)-4-morpholinyl)-2,3-dimethylpyrido[4,3-d]pyrimidin-4(3H)-one ClC1=CC(=C(C=C1)C1=NC(=CC=2N=C(N(C(C21)=O)C)C)N2CC(OCC2)C=2OC(=NN2)CC)F